C-cyclopropyl-C-imidazo[1,2-a]pyridin-6-yl-methylamine C1(CC1)C(C=1C=CC=2N(C1)C=CN2)N